6-Bromo-2-naphthoylguanidin BrC=1C=C2C=CC(=CC2=CC1)C(=O)NC(=N)N